(2-(2-chlorothieno[2,3-d]pyrimidin-4-yl) cyclopropyl) benzoate C(C1=CC=CC=C1)(=O)OC1C(C1)C=1C2=C(N=C(N1)Cl)SC=C2